BrC1=CC=C2C=NN(C2=C1)CC1CC1 6-bromo-1-(cyclopropylmethyl)indazole